(3R)-N-[5-(2-methoxyethoxy)-1H-indazol-3-yl]piperidine-3-carboxamide hydrochloride Cl.COCCOC=1C=C2C(=NNC2=CC1)NC(=O)[C@H]1CNCCC1